C(\C=C\C(=O)O)(=O)O.C(C)N(C(C1=C(C=CC(=C1)F)OC1=C(N=CN=N1)N1CC2(CN(C2)[C@@H](C(C)C)CCCN(C)CC(CO)OC)CC1)=O)C(C)C N-ethyl-5-fluoro-2-((5-(2-((3R)-6-((3-hydroxy-2-methoxypropyl)(methyl)amino)-2-methylhex-3-yl)-2,6-diazaspiro[3.4]oct-6-yl)-1,2,4-triazin-6-yl)oxy)-N-isopropylbenzamide fumarate